C(C)(C)(C1=CC=CC=C1)OOC(CC(C)(C)C)(C)C 1,1,3,3-tetramethylbutyl cumyl peroxide